C[C@H]1CN(CCN1C)C1=C(C=C(C=C1)C#CC1=NC2=C(N1C)C=CC=C2)NC(=O)C2=CNC(C=C2C(F)(F)F)=O (S)-N-(2-(3,4-dimethylpiperazin-1-yl)-5-((1-methyl-1H-benzo[d]imidazol-2-yl)ethynyl)phenyl)-6-oxo-4-(trifluoromethyl)-1,6-dihydropyridine-3-carboxamide